C(CC)C1CNCCN1CC1=C(C(=C(C=C1)OC)OC)OC 3-propyl-N'-(2,3,4-trimethoxybenzyl)piperazine